N'-[methanetetrayl-tetrakis(2-nitrobenzene-4,1-diyl)]tetraacetamide C(C1=CC(=C(C=C1)CC(=O)N)[N+](=O)[O-])(C1=CC(=C(C=C1)CC(=O)N)[N+](=O)[O-])(C1=CC(=C(C=C1)CC(=O)N)[N+](=O)[O-])C1=CC(=C(C=C1)CC(=O)N)[N+](=O)[O-]